((1R,2R)-2-hydroxy-2-methylcyclopentyl)pyridine O[C@]1([C@H](CCC1)C1=NC=CC=C1)C